FC(OC1=CC=C(C=C1)C1(CC1)C(=O)N1C(CC2=CC=CC=C12)C(=O)O)(F)F 1-[1-[4-(Trifluoromethoxy)phenyl]cyclopropanecarbonyl]indoline-2-carboxylic acid